2-Chloro-5-(1-phenylpent-1-yn-3-yl)pyridine ClC1=NC=C(C=C1)C(C#CC1=CC=CC=C1)CC